ClC=1C=NC=C(C1[C@@H](C)OC=1C=C2C(=NNC2=CC1)C(=O)NC=1C=NN(C1)CC1N(CCC1)C)Cl 5-((R)-1-(3,5-Dichloropyridin-4-yl)ethoxy)-N-(1-((1-Methylpyrrolidin-2-yl)methyl)-1H-Pyrazol-4-yl)-1H-Indazol-3-Carboxamid